FC(C(=O)O)(F)F.FC(C(=O)O)(F)F.C(C)(C)[C@@H]1NC2=C(OCC1)C(=NC(=N2)N)N2CC(C2)NC (R)-8-Isopropyl-4-(3-(methylamino)azetidin-1-yl)-6,7,8,9-tetrahydropyrimido[5,4-b][1,4]oxazepin-2-amine ditrifluoroacetic acid salt